6-(4-Chloro-3-cyclopropyl-3H-imidazo[4,5-c]pyridin-6-yl)-2-oxo-1-((1s,3s)-3-(piperidin-1-yl)cyclobutyl)spiro[indoline-3,4'-piperidine]-1'-carboxylic acid tert-butyl ester C(C)(C)(C)OC(=O)N1CCC2(CC1)C(N(C1=CC(=CC=C12)C1=CC2=C(C(=N1)Cl)N(C=N2)C2CC2)C2CC(C2)N2CCCCC2)=O